8,9-di(n-butoxycarbonyl)tetracyclo[4.4.0.12,5.17,10]dodec-3-ene C(CCC)OC(=O)C1C2C3C4C=CC(C3C(C1C(=O)OCCCC)C2)C4